4-[(2R,3S)-4-{[1-(methoxymethyl)cyclobutyl]methyl}-2-methyl-3-(1H-pyrazol-4-yl)piperazin-1-yl]-2-[6-(trifluoromethyl)imidazo[1,2-a]pyridin-3-yl]pyrimidine COCC1(CCC1)CN1[C@H]([C@H](N(CC1)C1=NC(=NC=C1)C1=CN=C2N1C=C(C=C2)C(F)(F)F)C)C=2C=NNC2